[Sn]=O.[Ga].[In] indium gallium stannum oxide